[4-Fluoro-3-(7-morpholin-4-ylquinazolin-4-yl)phenyl]-(5-methoxypyridazin-3-yl)methanol FC1=C(C=C(C=C1)C(O)C=1N=NC=C(C1)OC)C1=NC=NC2=CC(=CC=C12)N1CCOCC1